4-(2-Fluoro-6-methoxyphenyl)-6-methyl-N-(5-(neopentyloxy)-1,3,4-thiadiazol-2-yl)nicotinamide FC1=C(C(=CC=C1)OC)C1=CC(=NC=C1C(=O)NC=1SC(=NN1)OCC(C)(C)C)C